ClC=1C(=NC(=NC1)N[C@@H]1C[C@H](C1)C(=O)NC)C1=CC(=CC=C1)C=1C(NC=CC1)=O trans-(1r,3r)-3-((5-chloro-4-(3-(2-oxo-1,2-dihydropyridin-3-yl)phenyl)pyrimidin-2-yl)amino)-N-methylcyclobutane-1-carboxamide